ClC1=C(C(C=2C=CC=NC2C1=O)=O)NC1=CC(=C(C=C1)N1CCN(CC1)C)C(F)(F)F 7-chloro-6-((4-(4-methylpiperazin-1-yl)-3-(trifluoromethyl)phenyl)amino)quinoline-5,8-dione